5-fluoro-2-iodo-N-(1-methyl-1H-1,2,3-triazol-4-yl)-N-((2-(trimethylsilyl)ethoxy)methyl)benzamide FC=1C=CC(=C(C(=O)N(COCC[Si](C)(C)C)C=2N=NN(C2)C)C1)I